(R)-N-((2-(2-(7-hydroxy-5-azaspiro[2.4]heptan-5-yl)pyrimidin-4-yl)-1,6-naphthyridin-7-yl)methyl)-6-methyl-5-(methylsulfonyl)nicotinamide O[C@H]1CN(CC12CC2)C2=NC=CC(=N2)C2=NC1=CC(=NC=C1C=C2)CNC(C2=CN=C(C(=C2)S(=O)(=O)C)C)=O